(2R)-N-[(1R)-1-(2-acetyl-2,7-diazaspiro[3.5]nonane-7-carbonyl)-5-amino-pentyl]-2-[[(2R)-2-[[(2R)-2-Amino-3-phenyl-propionyl]amino]-3-phenylpropionyl]amino]-4-methyl-pentanamide C(C)(=O)N1CC2(C1)CCN(CC2)C(=O)[C@@H](CCCCN)NC([C@@H](CC(C)C)NC([C@@H](CC2=CC=CC=C2)NC([C@@H](CC2=CC=CC=C2)N)=O)=O)=O